Tris-(4-phenoxyphenyl)-sulfonium hexafluoro-phosphat F[P-](F)(F)(F)(F)F.O(C1=CC=CC=C1)C1=CC=C(C=C1)[S+](C1=CC=C(C=C1)OC1=CC=CC=C1)C1=CC=C(C=C1)OC1=CC=CC=C1